3-[(R) or (S)-4-(3-fluoro-4-methyl-phenyl)sulfonylmorpholin-2-yl]benzothiophene-2-carboxamide cobalt [Co].FC=1C=C(C=CC1C)S(=O)(=O)N1C[C@H](OCC1)C1=C(SC2=C1C=CC=C2)C(=O)N |o1:14|